3-(2-Ethoxypyrimidin-5-yl)-3-(5-(2-(5,6,7,8-tetrahydro-1,8-naphthyridin-2-yl)ethoxy)-1H-indazol-1-yl)propanoic acid C(C)OC1=NC=C(C=N1)C(CC(=O)O)N1N=CC2=CC(=CC=C12)OCCC1=NC=2NCCCC2C=C1